N(=C=O)CC1C2(CCC(C1)C2)CN=C=O bis(isocyanatomethyl)-norcamphane